FC1=CC=C(OCCCN2CCN(CC2)C(=O)C2=NOC(=C2C#N)C2=C(C(=C(C(=C2)F)F)O)F)C=C1 3-(4-(3-(4-fluorophenoxy)propyl)piperazine-1-carbonyl)-5-(2,4,5-trifluoro-3-hydroxyphenyl)isoxazole-4-carbonitrile